bis(3,3,3-trifluoropropyl)dichlorotin FC(CC[Sn](Cl)(Cl)CCC(F)(F)F)(F)F